O[C@H]1[C@H](O)[C@@H](O)[C@@H](O1)CO α-L-Arabinofuranose